7-chloro-1-(tetrahydro-2H-pyran-2-yl)-3-(4,4,5,5-tetramethyl-1,3,2-dioxaborolan-2-yl)-1H-indazole ClC=1C=CC=C2C(=NN(C12)C1OCCCC1)B1OC(C(O1)(C)C)(C)C